2-(4-(4-(aminomethyl)-1-oxo-1,2-dihydrophthalazin-6-yl)-1-methyl-1H-pyrazol-5-yl)-4,6-dimethylbenzonitrile NCC1=NNC(C2=CC=C(C=C12)C=1C=NN(C1C1=C(C#N)C(=CC(=C1)C)C)C)=O